C(C)(C)(C)OC(=O)N1[C@@H]([C@H](CCC1)O[Si](C)(C)C(C)(C)C)CCCN1C=NC2=C1C(=CC=C2)Br (2R,3S)-2-(3-(7-bromo-1H-benzo[d]imidazol-1-yl)propyl)-3-((tert-butyldimethylsilyl)oxy)piperidine-1-carboxylic acid tert-butyl ester